CN1C(C=2N(C(=C1)C)N=CC2C(=O)N2CCC(CC2)OC2=CC=C(C=C2)OC(F)(F)F)=O 5,7-dimethyl-3-((4-(4-(trifluoromethoxy)phenoxy)piperidin-1-yl)carbonyl)pyrazolo[1,5-a]pyrazin-4(5H)-one